F[C@H]1[C@@H](N(C1)C=1N=C(C2=C(N1)CCC2)C=2C=C(CNS(=O)(=O)C)C=CC2)C N-(3-(2-((2S,3R)-3-fluoro-2-methylazetidin-1-yl)-6,7-dihydro-5H-cyclopenta[d]pyrimidin-4-yl)benzyl)methanesulfonamide